7-{[(5-{4-amino-7H-pyrrolo[2,3-d]pyrimidin-7-yl}pyridin-3-yl)oxy]methyl}-N-methylquinolin-2-amine NC=1C2=C(N=CN1)N(C=C2)C=2C=C(C=NC2)OCC2=CC=C1C=CC(=NC1=C2)NC